[N+](=O)([O-])C1=CC=C(C=C1)S(=O)(=O)N 4-nitrobenzene-sulfonamide